2,6-dimethyl-7-octene-2-ol CC(C)(CCCC(C=C)C)O